[C@H]12CN(C[C@H](CC1)O2)C=2C1=C(N=C(N2)N2CCC(CC2)(O)C)C(=C(N=C1)C1=CC(=CC2=CC=C(C(=C12)C#C)F)C(F)(F)F)F 1-(4-((1R,5S)-8-oxa-3-azabicyclo[3.2.1]octan-3-yl)-7-(8-ethynyl-7-fluoro-3-(trifluoromethyl)naphthalen-1-yl)-8-fluoropyrido[4,3-d]pyrimidin-2-yl)-4-methylpiperidin-4-ol